NC1=C(C=C(C=C1N)C(C)C)NC(=O)C1=CC=C2C(CN(CC2=C1)C(=O)OC(C)(C)C)C tert-butyl 7-{[2,3-diamino-5-(propan-2-yl)phenyl]carbamoyl}-4-methyl-1,2,3,4-tetrahydroisoquinoline-2-carboxylate